ClC=1C(=NC(=CC1)OC)OCC1N(C2CC1C2)C(=O)OC(C)(C)C tert-butyl 3-(((3-chloro-6-methoxypyridin-2-yl)oxy)methyl)-2-azabicyclo[2.1.1]hexane-2-carboxylate